ClC1=C(C(=C(C(=O)N2CC=3N=C(N(C(C3C[C@H]2C)=O)C2=CC=C(C(=O)NC)C=C2)NC(C)C)C=C1)C)C(F)(F)F (R)-4-(7-(4-Chloro-2-methyl-3-(trifluoromethyl)benzoyl)-2-(isopropylamino)-6-methyl-4-oxo-5,6,7,8-tetrahydropyrido[3,4-d]pyrimidin-3(4H)-yl)-N-methylbenzamide